3-(Chloromethyl)-2-(1,1-difluoroethyl)-5-(3-(difluoromethyl)-4-fluorophenyl)pyridine hydrochloride Cl.ClCC=1C(=NC=C(C1)C1=CC(=C(C=C1)F)C(F)F)C(C)(F)F